(RS)-N-(4-(Morpholin-2-yl)phenyl)-2-(pyrimidin-2-yl)thiazole-4-carboxamide hydrochloride Cl.N1C[C@H](OCC1)C1=CC=C(C=C1)NC(=O)C=1N=C(SC1)C1=NC=CC=N1 |r|